IC=1C=CC=2NC3=CC=C(C=C3C2C1)I 3,6-diiodocarbazole